C(C)C(CCCN)N 1-ethyl-1,4-butylenediamine